Quinazoline chloride [Cl-].N1=CN=CC2=CC=CC=C12